((5-(7-(((2S,5R)-5-(cyclopropanesulfonylamino)tetrahydro-2H-pyran-2-yl)methyl)-2,7-diazaspiro[3.5]non-2-yl)-1,2,4-triazin-6-yl)oxy)-N-(2,2-difluoroethyl)-5-fluoro-N-isopropylbenzamide C1(CC1)S(=O)(=O)N[C@@H]1CC[C@H](OC1)CN1CCC2(CN(C2)C=2N=CN=NC2OC2=C(C(=O)N(C(C)C)CC(F)F)C=C(C=C2)F)CC1